COC1=C(C(=C(C=C1)C1=CC=CC(=C1)N)N)OC dimethoxy-2,5'-diaminobiphenyl